C(=O)O.FC(C=1C(=C(C=CC1)[C@@H](C)NC1=NN=C(C=2C1=CN(C(C2)=O)N2CCN(CC2)C(=O)N2CCOCC2)C)F)F (R)-4-((1-(3-(difluoromethyl)-2-fluorophenyl)ethyl)amino)-1-methyl-6-(4-(morpholin-4-carbonyl)piperazin-1-yl)pyrido[3,4-d]pyridazin-7(6H)-one formate